2-[7-bromo-4-(difluoromethyl)-1-oxo-phthalazin-2-yl]-N-pyrimidin-2-yl-acetamide BrC1=CC=C2C(=NN(C(C2=C1)=O)CC(=O)NC1=NC=CC=N1)C(F)F